Ethyl 2-(2,6-dimethyl-4-((4-(5-(trifluoromethyl) pyrimidin-2-yl) piperazin-1-yl) methyl) phenoxy)-2-methylpropionate CC1=C(OC(C(=O)OCC)(C)C)C(=CC(=C1)CN1CCN(CC1)C1=NC=C(C=N1)C(F)(F)F)C